NC=1C=2N(C(=C(N1)C1=C(C#N)C=CC=C1)C1=NC=NC=C1)N=C(N2)C(O)C2=C(C=CC=C2F)F (8-amino-2-((2,6-difluorophenyl)(hydroxy)methyl)-5-(pyrimidin-4-yl)-[1,2,4]triazolo[1,5-a]pyrazin-6-yl)benzonitrile